C12C(CC(CC1)C2)C(C(S(=O)(=O)[O-])(F)F)(F)F.C(CCC)OC=2C=C1C=CC(=CC1=CC2)[S+]2CCCC2 1-(6-n-butoxynaphthalene-2-yl)tetrahydrothiophenium 2-bicyclo[2.2.1]Hept-2-yl-1,1,2,2-tetrafluoroethanesulfonate